C(CCCCCCC)OC(CCC1=CC(=C(C(=C1)C(C)(C)C)O)C(C)(C)C)=O n-octyl-3-(3,5-di-tert-butyl-4-hydroxyphenyl)propanoate